N1=NC=C(C=C1)C(C=O)C=O 2-PYRIDAZIN-4-YLMALONALDEHYDE